2-isopropyl-4-methyl-6-(piperazin-1-yl)pyrimidine C(C)(C)C1=NC(=CC(=N1)C)N1CCNCC1